FC1=CC(=C(CNC(=N)N)C=C1)C 1-(4-fluoro-2-methylbenzyl)guanidine